ClC1=NN(C=C1NC1=NC=C(C(=N1)NC=1C=C(C=C(C1)F)NC(C=C)=O)C1=CC=C(C=C1)C(F)(F)F)C N-(3-((2-((3-chloro-1-methyl-1H-pyrazol-4-yl)amino)-5-(4-(trifluoromethyl)phenyl)pyrimidin-4-yl)amino)-5-fluorophenyl)acrylamide